Cl.NC=1C(=NC(=CN1)C=1C=NN(C1)C1CCN(CC1)C(=O)C1CCNCC1)C(=O)O[C@@H](C(=O)NC1=CC=C(C=C1)F)C1=CC=CC=C1 (R)-2-((4-fluorophenyl)amino)-2-oxo-1-phenylethyl 3-amino-6-(1-(1-(piperidine-4-carbonyl)piperidin-4-yl)-1H-pyrazol-4-yl)pyrazine-2-carboxylate hydrochloride